CCCC[N+](CCCC)(CCCC)CCCC.[Br-] TETRA-N-BUTYLAMMONIUM BROMIDE